C(#N)[C@@H](C[C@H]1C(NCCC1)=O)NC(=O)[C@@H]1N([C@H]2CC([C@@H]1CC2)(F)F)C(=O)C=2NC1=CC=CC(=C1C2)OC (1R,3R,4R)-N-((R)-1-cyano-2-((S)-2-oxopiperidin-3-yl)ethyl)-5,5-difluoro-2-(4-methoxy-1H-indole-2-carbonyl)-2-azabicyclo[2.2.2]octane-3-carboxamide